C1(CCCCC1)(CC(=O)Cl)CC(=O)Cl 1,1-cyclohexanediacetyl chloride